[C@H]1([C@H](CCCC1)O)O |r| rac-(1S,2S)-cyclohexane-1,2-diol